CC1=C(C=CC=C1C)C(C)C=1N=CN(C1)C(C(=C)C)=O 1-{4-[1-(2,3-dimethylphenyl)ethyl]-1H-imidazol-1-yl}-2-methylprop-2-en-1-one